ClCC=1C=CC(=NC1)C1=CC=CC=C1 5-(chloromethyl)-2-phenylpyridine